6-bromo-3-(1-methyl-1H-pyrazol-4-yl)5-(3R)-3-piperidinyl-pyrazolo[1,5-a]pyrimidin-7-amine BrC=1C(=NC=2N(C1N)N=CC2C=2C=NN(C2)C)[C@H]2CNCCC2